(S)-3-(3-(1-ethyl-4-hydroxy-5-methyl-2-oxo-1,2-dihydropyridin-3-yl)ureido)-3-(4'-methyl-biphenyl-3-yl)propanoic acid C(C)N1C(C(=C(C(=C1)C)O)NC(N[C@@H](CC(=O)O)C=1C=C(C=CC1)C1=CC=C(C=C1)C)=O)=O